C1(CCC1)N1C(=NC2=C1C=C(C=C2)C(C)(C)O)NC(=O)C2CC(CC2)(F)F N-(1-cyclobutyl-6-(2-hydroxypropan-2-yl)-1H-benzo[d]imidazol-2-yl)-3,3-difluorocyclopentane-1-carboxamide